4-(4-methoxymethoxybutoxy)quinoline COCOCCCCOC1=CC=NC2=CC=CC=C12